C(CCC)C=1N=C(C2=C(N1)SC=C2C2=CC(=C(C=C2)Cl)Cl)SC2=C(C=CC=C2)OC(F)(F)F butyl-5-(3,4-dichlorophenyl)-4-(2-(trifluoromethoxy)phenylthio)thieno[2,3-d]pyrimidine